ClC1=CC=C(CN2C(NC(C3=C2C=CN3)=O)=S)C=C1 (4-chlorobenzyl)-2-thioxo-1,2,3,5-tetrahydro-4H-pyrrolo[3,2-d]pyrimidin-4-one